N-(3-(1-(2,6-Dioxopiperidin-3-yl)-5-methoxy-1H-indazol-6-yl)prop-2-yn-1-yl)-5-(8-(7-isopropyl-1,3-dimethyl-2-oxo-2,3-dihydro-1H-benzo[d]imidazol-5-yl)isoquinolin-3-yl)picolinamide O=C1NC(CCC1N1N=CC2=CC(=C(C=C12)C#CCNC(C1=NC=C(C=C1)C=1N=CC2=C(C=CC=C2C1)C1=CC2=C(N(C(N2C)=O)C)C(=C1)C(C)C)=O)OC)=O